COC(=O)[C@@H]1[C@H]2C([C@H]2CN1C([C@H](C(C)(C)C)NC(=N)N)=O)(C)C (1r,2S,5S)-3-((S)-2-guanidino-3,3-dimethylbutyryl)-6,6-dimethyl-3-azabicyclo[3.1.0]hexane-2-carboxylic acid methyl ester